N1(CCCC1)N1N=NN=C1 (pyrrolidin-1-yl)-1H-1,2,3,4-tetrazol